C(=O)(O)NC(C)CC1=CC=CC=C1 carboxyamphetamine